N1(CCN(CCN(CCN(CC1)CC(=O)[O-])CC(=O)[O-])CC(=O)[O-])CC(=O)[O-] 2,2',2'',2'''-(1,4,7,10-tetraazacyclododecane-1,4,7,10-tetrayl)tetraacetate